[N+](=O)([O-])C=1C(=CC2=N(C3=CC=CC=C3N(=C2C1)=O)=O)O 3-nitro-5,10-dioxo-5λ5,10λ5-phenazine-2-ol